ClC=1N=C(C2=C(N1)CNCC2)N2CCOCC2 2-chloro-4-morpholinyl-5,6,7,8-tetrahydropyrido[3,4-d]pyrimidin